CCCCCCCCCCCCCCCC(=O)OCC(C1C(=C(C(=O)O1)O)O)O L-ascorbylpalmitate